C1=C(NC=N1)C[C@@H](C(=O)O)NC(=O)CC[C@@H](C(=O)O)N The molecule is a glutamyl-L-amino acid obtained by formal condensation of the gamma-carboxy group of glutamic acid with the amino group of histidine. It has a role as a mammalian metabolite. It is a conjugate acid of a gamma-Glu-His(1-).